[(1S)-1-[2-(6-oxo-1H-pyridazin-3-yl)-1,2,4-triazol-3-yl]ethyl]ammonium O=C1C=CC(=NN1)N1N=CN=C1[C@H](C)[NH3+]